F[C@H]1CN(C[C@H]1NC=1C=2N(C=CC1)C(=C(N2)C#CCNC2=C(C=C(C=C2)C(NC)=O)OC)SC(F)(F)F)C(=O)OC(C)(C)C tert-butyl (3S,4R)-3-fluoro-4-{[2-(3-{[2-methoxy-4-(methylcarbamoyl)phenyl]amino}prop-1-yn-1-yl)-3-[(trifluoromethyl)sulfanyl]imidazo[1,2-a]pyridin-8-yl]amino}pyrrolidine-1-carboxylate